C(C1=CC=CC=C1)N(CC(=O)C1=CC(=NC=C1)C)CC(C)O 2-(benzyl(2-hydroxypropyl)amino)-1-(2-methylpyridin-4-yl)ethan-1-one